FC=1C=C2C=3C(=NNC(C3C1)=O)[C@@H]([C@H](N2)C2=CC=C(C=C2)F)C2=NC=NN2C (8S,9R)-5-fluoro-8-(4-fluorophenyl)-9-(1-methyl-1H-1,2,4-triazol-5-yl)-8,9-dihydro-2H-pyrido[4,3,2-de]phthalazin-3(7H)-one